N[C@@H]1[C@H]([C@@H]2C3CCC3[C@H]1CC2)C(=O)OCC Ethyl (1R,6S,7S,8S)-8-aminotricyclo[4.2.2.02,5]decan-7-carboxylate